N1=CC(=CC=C1)C1=CC=C(C=C1)C1=NOC(C1)C(=O)N 3-(4-(pyridin-3-yl)phenyl)-4,5-dihydroisoxazole-5-carboxamide